methyl 6-fluoro-2-(1-methylcyclopropyl)furo[3,2-b]pyridine-5-carboxylate FC=1C=C2C(=NC1C(=O)OC)C=C(O2)C2(CC2)C